(ethynyl)naphthalene-2-ol C(#C)C1=C(C=CC2=CC=CC=C12)O